C(C)(=O)N1[C@H]2CC(C[C@@H]1CC2)N2N=C(C(=C2)C=2C=C(C=1N(C2)N=CC1C#N)SC1=C(C=C(C=C1)F)C#N)C 6-(1-((1R,3s,5S)-8-acetyl-8-azabicyclo[3.2.1]octan-3-yl)-3-methyl-1H-pyrazol-4-yl)-4-((2-cyano-4-fluorophenyl)thio)pyrazolo[1,5-a]pyridine-3-carbonitrile